BrC=1C=NN(C1)C12CC(C1)(C2)CN(C)C 1-(3-(4-bromo-1H-pyrazol-1-yl)bicyclo[1.1.1]pentane-1-yl)-N,N-dimethylmethylamine